[(3S)-tetrahydrofuran-3-yl]carbonochloridate O1C[C@H](CC1)OC(=O)Cl